tert-Butyl 4-(((3S,4s*,5R)-4-(3-cyclopropyl-5-(2,4-dioxotetrahydropyrimidin-1(2H)-yl)-1H-pyrrolo[2,3-b]pyridin-1-yl)-3,5-dimethylpiperidin-1-yl)methyl)-4-fluoropiperidine-1-carboxylate C1(CC1)C1=CN(C2=NC=C(C=C21)N2C(NC(CC2)=O)=O)C2[C@H](CN(C[C@H]2C)CC2(CCN(CC2)C(=O)OC(C)(C)C)F)C